1-methyl-3-(2,6-dimethyl-14-tetradecyl-octacosan-9-yl)-1H-imidazol-3-ium chloride [Cl-].CN1C=[N+](C=C1)C(CCC(CCCC(C)C)C)CCCCC(CCCCCCCCCCCCCC)CCCCCCCCCCCCCC